COC(=O)C=1C=C(C=2N(C1)N=CN2)Br 8-bromo-[1,2,4]triazolo[1,5-a]pyridine-6-carboxylic acid methyl ester